C1(CC1)C=1OC2=C(C=C(C=C2C(C1C)=O)C)[C@@H](C)OC1=C(C=C(C=C1)F)S(=O)(=O)N 2-[(1R)-1-(2-Cyclopropyl-3,6-dimethyl-4-oxo-chromen-8-yl)ethoxy]-5-fluoro-benzenesulfonamide